C(C)(C)(C)OC(N[C@H](C(=O)N1C[C@@H](CCC1)C1=C(C(=NC=2N1N=C(C2)[C@@H]2CC[C@H](CC2)C(F)(F)F)C)C)CO)=O N-[(2S)-1-[(3R)-3-{5,6-dimethyl-2-[trans-4-(trifluoromethyl)cyclohexyl]pyrazolo[1,5-a]pyrimidin-7-yl}piperidin-1-yl]-3-hydroxy-1-oxopropan-2-yl]carbamic acid tert-butyl ester